N,N'-bis[(quinolin-2-yl)-methyl]ethylenediamine N1=C(C=CC2=CC=CC=C12)CNCCNCC1=NC2=CC=CC=C2C=C1